CC1=C(C(=CC(=C1)C)C)N1C(N(CC1)C1=C(C=C(C=C1C)C)C)[Ru](=CC1=C(C=CC=C1)OC(C)C)(Cl)Cl [1,3-bis(2,4,6-trimethylphenyl)imidazolin-2-yl]-Dichloro-[(2-isopropoxyphenyl)methylene]ruthenium